3-((7-chlorothieno[3,2-b]pyridin-2-yl)methyl)-6,6-dimethyl-3-azabicyclo[3.1.0]hexane-2,4-dione ClC1=C2C(=NC=C1)C=C(S2)CN2C(C1C(C1C2=O)(C)C)=O